(R)-2-(3-(methylamino)piperidin-1-yl)-N-(4-(4-morpholino-7H-pyrrolo[2,3-d]pyrimidin-6-yl)phenyl)pyrimidin-5-amine CN[C@H]1CN(CCC1)C1=NC=C(C=N1)NC1=CC=C(C=C1)C1=CC2=C(N=CN=C2N2CCOCC2)N1